bis(4-methacryloxyphenyl)propane C(C(=C)C)(=O)OC1=CC=C(C=C1)C(C)(C)C1=CC=C(C=C1)OC(C(=C)C)=O